4-(4-((1R,5S)-3,9-diazabicyclo[3.3.1]nonan-3-yl)-6,8-difluoro-2-(((2R,7aS)-2-fluorotetrahydro-1H-pyrrolizin-7a(5H)-yl)methoxy)quinazolin-7-yl)naphthalen-2-ol [C@H]12CN(C[C@H](CCC1)N2)C2=NC(=NC1=C(C(=C(C=C21)F)C2=CC(=CC1=CC=CC=C21)O)F)OC[C@]21CCCN1C[C@@H](C2)F